5-((N-methyl-2-(4-(trifluoromethoxy)phenoxy)acetamido)methyl)pyrazolo[1,5-a]pyridine-3-carboxamide CN(C(COC1=CC=C(C=C1)OC(F)(F)F)=O)CC1=CC=2N(C=C1)N=CC2C(=O)N